4-(4-(3-Amino-1H-indazol-4-yl)phenyl)-3,6-dihydropyridine-1(2H)-carboxylic acid tert-butyl ester C(C)(C)(C)OC(=O)N1CCC(=CC1)C1=CC=C(C=C1)C1=C2C(=NNC2=CC=C1)N